bis(tris(o-methylphenyl)phosphine) palladium dichloride [Pd](Cl)Cl.CC1=C(C=CC=C1)P(C1=C(C=CC=C1)C)C1=C(C=CC=C1)C.CC1=C(C=CC=C1)P(C1=C(C=CC=C1)C)C1=C(C=CC=C1)C